N1(C=NC=C1)C=1C=CC(=C(C1)O)C1=CN=C(N=N1)/C=C\1/C[C@@]2(CC[C@H](C1)N2)C 5-(1H-imidazol-1-yl)-2-(3-((E)-((1S,5R)-1-methyl-8-azabicyclo[3.2.1]octan-3-ylidene)methyl)-1,2,4-triazin-6-yl)phenol